N-ethyl-3-(8-formyl-7-hydroxy-6-(2-methoxyethoxy)-4-methyl-2-oxo-2H-chromen-3-yl)propionamide C(C)NC(CCC=1C(OC2=C(C(=C(C=C2C1C)OCCOC)O)C=O)=O)=O